BrC=1C=C2C(N(C(=NC2=C(C1)C)C1=CC=2N(C=N1)C=CC2)COCC[Si](C)(C)C)=O 6-bromo-8-methyl-2-pyrrolo[1,2-c]pyrimidin-3-yl-3-(2-trimethylsilyl-ethoxymethyl)-3H-quinazolin-4-one